N'-[5-bromo-2-methyl-6-(1-phenylethoxy)-3-pyridyl]-Methyl-N-methyl-formamidine BrC=1C=C(C(=NC1OC(C)C1=CC=CC=C1)C)N=C(NC)C